bisoxetane adipate C(CCCCC(=O)O)(=O)O.O1CCC1.O1CCC1